N-[4-chloro-3-(trifluoromethyl)phenyl]-2-cyano-acetamide tin ethylhexanoate C(C)OC(CCCCC)=O.[Sn].ClC1=C(C=C(C=C1)NC(CC#N)=O)C(F)(F)F